N-(5-cyanothiazol-2-yl)propanamide C(#N)C1=CN=C(S1)NC(CC)=O